C(C)N(C(C1=C(C=CC(=C1)F)C1=C2C=NN(C2=CC(=C1)[C@H]1CN(CC1)CC1(CCC(CC1)NS(=O)(=O)CC)O)C)=O)C(C)C N-ethyl-5-fluoro-2-[1-methyl-6-[(3S)-1-{[(1r,4r)-4-ethanesulfonamido-1-hydroxycyclohexyl]methyl}pyrrolidin-3-yl]-1H-indazol-4-yl]-N-(isopropyl)benzamide